ClC=1C(=NC(=NC1)NC1=CC(=CC(=C1)CN1C[C@H](N[C@H](C1)C)C)C1CC1)C1=CNC2=CC(=C(C=C12)OC)C 5-chloro-N-(3-cyclopropyl-5-(((3R,5S)-3,5-dimethylpiperazine-1-yl)methyl)phenyl)-4-(5-methoxy-6-methyl-1H-indole-3-yl)pyrimidine-2-amine